(S)-7-((1s,4s)-4-(2-Fluoro-6-methylphenyl)cyclohexyl)-3-methyl-5-((3-methylpyrazin-2-yl)methyl)pyrido[2,3-b]pyrazin-6(5H)-one FC1=C(C(=CC=C1)C)C1CCC(CC1)C1=CC=2C(=NC(=CN2)C)N(C1=O)CC1=NC=CN=C1C